C(C)(=O)O.C1(CC1)N1CCC(CC1)C1=NC2=C(C=C(C=C2C(N1)=O)C=1C=C2N(C=C(N=C2)C)C1)F 2-(1-cyclopropylpiperidin-4-yl)-8-fluoro-6-(3-methylpyrrolo[1,2-a]pyrazine-7-yl)quinazoline-4(3H)-one acetate